Allyl (S)-2-((((9H-fluoren-9-yl)methoxy)carbonyl)amino)-3-(6-chlorobenzo[d]thiazol-2-yl)propanoate C1=CC=CC=2C3=CC=CC=C3C(C12)COC(=O)N[C@H](C(=O)OCC=C)CC=1SC2=C(N1)C=CC(=C2)Cl